C(C)(CC)N1N=CC(=C1)NC1=NC(=NC=C1)C1=CC=C(C=C1)N1C(NCC1)=O 1-(4-(4-((1-(sec-butyl)-1H-pyrazol-4-yl)amino)pyrimidin-2-yl)phenyl)imidazolidin-2-one